N-((2-(3-(dimethylamino)propoxy)thiazol-5-yl)methyl)-N-methyl-11-oxo-10,11-dihydrodibenzo[b,f][1,4]oxazepine-8-carboxamide CN(CCCOC=1SC(=CN1)CN(C(=O)C1=CC2=C(OC3=C(C(N2)=O)C=CC=C3)C=C1)C)C